BrC1=CC(=CC=2OCCOC21)S(=O)(=O)N2CCC(CC2)C2=CC=CC=C2 1-[(5-Bromo-2,3-dihydro-1,4-benzodioxin-7-yl)sulfonyl]-4-phenyl-piperidine